3-(2-methoxyphenyl)-N-(6-(4-methylphenyl)thiazolo[4,5-b]pyrazin-2-yl)pyridine-4-carboxamide COC1=C(C=CC=C1)C=1C=NC=CC1C(=O)NC=1SC=2C(=NC=C(N2)C2=CC=C(C=C2)C)N1